CO[C@@H]1CO[C@H]([C@@H]([C@H]1O)O[C@@H]2[C@@H]([C@H](C=C(O2)C(=O)O)O)O)OC Hexenuronic acid